OC(CN1C(=NC=C1)C1=CC=CC=C1)COC1=CC=CC=C1 1-(2-hydroxy-3-phenoxypropyl)-2-phenylimidazole